CC=1C=CC=C2C(=CN=NC12)NC1=NC(=NC=C1)NC=1C=C(C=CC1)S(=O)(=O)N 3-((4-((8-methylcinnolin-4-yl)amino)-pyrimidin-2-yl)amino)benzenesulfonamide